C(C)OC(COC1=NC=CC=C1OC1=NC(=C(C=C1Cl)F)N1C(N(C(=CC1=O)C(F)(F)F)C)=O)=O 2-[[3-[[3-chloro-6-[3,6-dihydro-3-methyl-2,6-dioxo-4-(trifluoromethyl)-1(2H)-pyrimidinyl]-5-fluoro-2-pyridinyl]oxy]-2-pyridinyl]oxy]acetic acid ethyl ester